OC(C(C=O)C)C 3-hydroxy-2-methyl-butanal